FC=1C=C(C(=O)N[C@@H]2CC[C@H](CC2)C(C)(C)O)C=CC1C1=NC(=CC2=C1C=CO2)CO 3-fluoro-4-[6-(hydroxymethyl)furo[3,2-c]pyridin-4-yl]-N-[trans-4-(2-hydroxypropan-2-yl)cyclohexyl]benzamide